Thiazole-2-ylboronic acid S1C(=NC=C1)B(O)O